4-(3-(2-(1-(3-fluoropyridin-4-yl)cyclobutoxy)acetyl)-3,8-diazabicyclo[3.2.1]octan-8-yl)picolinonitrile FC=1C=NC=CC1C1(CCC1)OCC(=O)N1CC2CCC(C1)N2C2=CC(=NC=C2)C#N